1H-pyrazolo[4,3-c]quinoline-8-carbonitrile N1N=CC=2C=NC=3C=CC(=CC3C21)C#N